ClC1=C(C(=CC=C1)Cl)COC=1C=NC(=NC1)C=1N=C(OC1)CO (4-{5-[(2,6-dichlorophenyl)methoxy]pyrimidin-2-yl}-1,3-oxazol-2-yl)methanol